F[C@@H]1CN(CC1)C=1C=C(CN2[C@H](CN(CC2)C(=O)N2N=C(C=C2)NS(=O)(=O)C)C)C=CC1C(F)(F)F N-(1-((S)-4-(3-((S)-3-Fluoropyrrolidin-1-yl)-4-(trifluoromethyl)benzyl)-3-methylpiperazine-1-carbonyl)-1H-pyrazol-3-yl)methanesulfonamide